COC1=C(C=C(C=C1)C(=O)C1=CC(=CC=C1)C)C (4-methoxy-3-methylphenyl)(3-methylphenyl)methanone